6-(4-ethoxyphenyl)-N'-(3-(1-hydroxyethyl)benzyl)pyrazine-2-carbohydrazide C(C)OC1=CC=C(C=C1)C1=CN=CC(=N1)C(=O)NNCC1=CC(=CC=C1)C(C)O